(S)-N-((4-(1,2-dihydroxyethyl)-7-(4-(trifluoromethoxy)phenyl)-2,3-dihydrobenzofuran-5-yl)methyl)-N-methylacrylamide O[C@H](CO)C1=C(C=C(C2=C1CCO2)C2=CC=C(C=C2)OC(F)(F)F)CN(C(C=C)=O)C